(2R)-N-[(1R)-1-(2-acetyl-2,7-diazaspiro[3.5]nonane-7-carbonyl)-5-amino-pentyl]-2-[[(2R)-2-amino-3-phenyl-propionyl]amino]-4-methyl-pentanamide fumarate C(\C=C\C(=O)O)(=O)O.C(C)(=O)N1CC2(C1)CCN(CC2)C(=O)[C@@H](CCCCN)NC([C@@H](CC(C)C)NC([C@@H](CC2=CC=CC=C2)N)=O)=O